ClC=1C=C(C=CC1)C1OP(OCC1)(=O)NC1=NC(N(C=C1)[C@@H]1O[C@@H]([C@H](C1(F)F)O)CO)=O 4-((4-(3-chlorophenyl)-2-oxido-1,3,2-dioxaphosphinan-2-yl)amino)-1-((2R,4R,5R)-3,3-difluoro-4-hydroxy-5-(hydroxymethyl)tetrahydrofuran-2-yl)pyrimidin-2(1H)-one